(7S)-2-bromo-4,7-dimethyl-6,7-dihydropyrazolo[1,5-a]pyrazine BrC1=NN2C(C(=NC[C@@H]2C)C)=C1